[Fe].[Mg].[Cu] copper-magnesium-iron salt